4-(7-Ethyl-2-(3-(pyridin-4-yl)-1H-pyrazol-1-yl)pyrido[3,2-d]pyrimidin-4-yl)morpholine C(C)C1=CC=2N=C(N=C(C2N=C1)N1CCOCC1)N1N=C(C=C1)C1=CC=NC=C1